BrC1=CC=C(C=C1)C1(CC1)CN [1-(4-bromophenyl)cyclopropyl]methylamine